tert-Butyl 2-{4-[5-chloro-2-(4-fluoro-1H-imidazol-1-yl)phenyl]-5-methoxy-2-oxopyridin-1(2H)-yl}pentanoate ClC=1C=CC(=C(C1)C1=CC(N(C=C1OC)C(C(=O)OC(C)(C)C)CCC)=O)N1C=NC(=C1)F